(R)-1-methyl-2-aminomethylpyrrolidine CN1[C@H](CCC1)CN